hexane-2,3,5,6-tetracarboxylic acid CC(C(CC(CC(=O)O)C(=O)O)C(=O)O)C(=O)O